C(C)C=1C(CC(CC1)CC)=O 2,5-diethyl-2-cyclohexenone